tert-butyl ((5-chloro-1-(phenylsulfonyl)-1H-pyrrolo[3,2-b]pyridin-2-yl)methyl)(methyl)carbamate ClC1=CC=C2C(=N1)C=C(N2S(=O)(=O)C2=CC=CC=C2)CN(C(OC(C)(C)C)=O)C